C(C1=CC=CC=C1)OC(N(C)CC12CNCC(C1)C2)=O N-(3-azabicyclo[3.1.1]hept-1-ylmethyl)-N-methyl-carbamic acid benzyl ester